P(=O)(O)(O)OC1=NC(=NC2=CC=CC=C12)N1C2=NC=NC(=C2N=C1)N 2-(6-Amino-9H-Purin-9-yl)Quinazolin-4-yl Dihydrogenphosphat